tert-amylperoxy neodecanoate C(CCCCCC(C)(C)C)(=O)OOOC(C)(C)CC